ClC=1C=C(OC2=C(COC3=CC=C(C=C3)CCC(=O)O)C=CC=C2)C=CC1 3-(4-((2-(3-chlorophenoxy)benzyl)oxy)phenyl)propanoic acid